C(C)(C)C=1NC2=CC=CC=C2C1C(=O)NC1=NC(=CC=C1)C1=NN=CN1C(C)C 2-isopropyl-N-(6-(4-isopropyl-4H-1,2,4-triazol-3-yl)pyridin-2-yl)-1H-indole-3-carboxamide